(Z)-3-Fluoro-4-(pyridin-4-ylsulfonyl)but-2-en-1-amin F\C(=C/CN)\CS(=O)(=O)C1=CC=NC=C1